(1S,2R,4R)-N-((R)-2-(benzofuran-3-yl)-1-((S)-4-methyl-5-oxo-1,3,2-dioxaborolan-2-yl)ethyl)-7-oxabicyclo[2.2.1]heptane-2-carboxamide O1C=C(C2=C1C=CC=C2)C[C@@H](B2OC([C@@H](O2)C)=O)NC(=O)[C@H]2[C@@H]1CC[C@H](C2)O1